C(C)C1(NC(N(C(C1)=O)C1CC(OC2=CC=C(C=C12)C(=O)N[C@H]1[C@@H](CC2=CC=CC=C12)O)C(=O)N(C)C)=N)CC 4-(4,4-diethyl-2-imino-6-oxo-hexahydropyrimidin-1-yl)-N6-[(1R,2R)-2-hydroxyindan-1-yl]-N2,N2-dimethyl-chromane-2,6-dicarboxamide